ClC1=CC=C(C=C1)C(C)N1C[C@@H](N(C[C@@H]1C)C1=C(C(N(C=2C=CC(=NC12)C#N)C)=O)C#N)C |&1:14| 8-[(2S,SR)-4-[1-(4-chlorophenyl)ethyl]-2,5-dimethylpiperazin-1-yl]-5-methyl-6-oxo-5,6-dihydro-1,5-naphthyridine-2,7-dicarbonitrile